C(C)(C)(C)OC(=O)N1CC(CCC1)C(CC(C)=O)=O 3-(3-Oxobutyryl)piperidine-1-carboxylic acid tert-butyl ester